Zinc dimethyldithiocarbamate zinc diethyl-thiocarbamate zinc di-n-butyl-dithiocarbamate C(CCC)N(C([S-])=S)CCCC.[Zn+2].C(C)N(C([O-])=S)CC.[Zn+2].CN(C([S-])=S)C.[Zn+2]